FC1([C@@](C1)(C(=O)O)C)F (1S)-2,2-difluoro-1-methylcyclopropane-1-carboxylic acid